3-(Benzo[c][1,2,5]oxadiazol-5-yl)-1-bromo-7-chloroimidazo[1,5-a]pyridine-8-carboxylic acid N=1ON=C2C1C=CC(=C2)C2=NC(=C1N2C=CC(=C1C(=O)O)Cl)Br